C12(C(CCC(C1(C)C)C2)(C)CC(=O)[O-])C21C(CCC(C2(C)C)C1)(C)C12C(CCC(C1(C)C)C2)C Terpinylacetat